3-((R)-8-(3-(6-(trifluoromethyl)pyridin-2-yl)benzenesulfonyl)-1-oxa-8-azaspiro[4.5]decan-3-ylamino)propan-2-ol FC(C1=CC=CC(=N1)C=1C=C(C=CC1)S(=O)(=O)N1CCC2(C[C@H](CO2)NCC(C)O)CC1)(F)F